ClC1=CC=C2C(=CNC2=C1SC)S(=O)(=O)NC1=NC(=C(C(=N1)OC)OCCF)OC 6-chloro-N-[5-(2-fluoroethoxy)-4,6-dimethoxy-pyrimidin-2-yl]-7-methylsulfanyl-1H-indole-3-sulfonamide